di-tert-butyl 4-((4-methoxybenzyl)amino)heptanedioate COC1=CC=C(CNC(CCC(=O)OC(C)(C)C)CCC(=O)OC(C)(C)C)C=C1